(3R)-N-[6'-(2-hydroxyethoxy)-2-methyl-5'-(morpholin-4-yl)-[3,3'-bipyridin]-5-yl]-3-(trifluoromethyl)pyrrolidine-1-carboxamide OCCOC1=C(C=C(C=N1)C=1C(=NC=C(C1)NC(=O)N1C[C@@H](CC1)C(F)(F)F)C)N1CCOCC1